C(C)(C)(C)N(C(O)=O)[C@H]1CCCC2=C(NC1)C=CC=C2.C(=C)N2C(CC(C2)C)=O |o1:8| N-vinyl-4-methyl-pyrrolidone tert-butyl-(S)- or (R)-(1,2,3,4,5,6-hexahydrobenzo[b]azocin-3-yl)carbamate